BrC1=CC(=CC(=N1)C1=NOC(=C1)[C@]1(C(N(CC1)C)=O)O)OC (R)-3-(3-(6-bromo-4-methoxypyridin-2-yl)isoxazol-5-yl)-3-hydroxy-1-methylpyrrolidin-2-one